2-(2-(4-(Difluoromethyl)-1-(2-(trifluoromethoxy)phenyl)-1H-pyrazol-5-yl)-7-azaspiro[3.5]non-1-en-7-yl)-4-methylbenzo[d]thiazol FC(C=1C=NN(C1C1=CC2(C1)CCN(CC2)C=2SC1=C(N2)C(=CC=C1)C)C1=C(C=CC=C1)OC(F)(F)F)F